Cl.O1N=C(C=C1)NC(=O)C=1C=CC(=C2C=CC=NC12)NC1CCNCC1 N-(isoxazol-3-yl)-5-(piperidin-4-ylamino)quinoline-8-carboxamide hydrochloride